2-{6-[(3R)-3-(tert-butylamino)pyrrolidin-1-yl]pyridazin-3-yl}-5-(2-methyl-1,3-oxazol-5-yl)pyridin-3-ol dihydrochloride Cl.Cl.C(C)(C)(C)N[C@H]1CN(CC1)C1=CC=C(N=N1)C1=NC=C(C=C1O)C1=CN=C(O1)C